N-aminomethyl-beta-aminoethyl-triethoxysilane NCNCC[Si](OCC)(OCC)OCC